4-bromo-5-chloro-2-fluoro-N-(6-fluoro-2-pyridyl)-N-[(4-methoxyphenyl)methyl]benzenesulfonamide BrC1=CC(=C(C=C1Cl)S(=O)(=O)N(CC1=CC=C(C=C1)OC)C1=NC(=CC=C1)F)F